C(C)(C)(C)OC(=O)NCC(C)(C)C=1C=C(C(=O)O)C=CC1 3-[2-(tertbutoxycarbonylamino)-1,1-dimethyl-ethyl]benzoic acid